2-((3-(3-chloro-4,5-dimethyl-8,9-dihydropyrido[3',2':4,5]pyrrolo[1,2-a]pyrazin-7(6H)-yl)-3-oxopropoxy)methyl)azetidin ClC1=C(C=2C(=C3N(CCN(C3)C(CCOCC3NCC3)=O)C2N=C1)C)C